(R)-4-(5-(5-fluoro-2-methoxypyridin-4-yl)-1H-pyrazole-3-carbonyl)-N-(6-fluoropyrazolo[1,5-a]pyridin-7-yl)-4-azaspiro[2.5]octane-7-carboxamide FC=1C(=CC(=NC1)OC)C1=CC(=NN1)C(=O)N1C2(CC2)C[C@@H](CC1)C(=O)NC1=C(C=CC=2N1N=CC2)F